[Ni].CC(C(=O)NC1=C(C=C(C=C1)C(F)(F)F)C)C 2-methyl-N-(2-methyl-4-(trifluoromethyl)phenyl)propanamide nickel